N4-(benzo[d]oxazol-2(3H)-on-5-yl)-N2-(2-cyclopentylmethylisoindolin-5-yl)-5-methylpyrimidine-2,4-diamine O1C(NC2=C1C=CC(=C2)NC2=NC(=NC=C2C)NC=2C=C1CN(CC1=CC2)CC2CCCC2)=O